O=C([C@H](O)C[C@H](O)CO)[O-] keto-3-deoxy-D-xylonate